C=C(CCN1CCCC2CCC3C(=C12)C=CN3CCC(C(C=C)=C)=C)C(C=C)=C N,N'-bis(3,4-dimethylenehex-5-en-1-yl)hexahydropyrroloquinoline